BrC1=NC=CN=C1SC1=CC=C(C=C1)S(F)(F)(F)(F)F 2-bromo-3-((4-(pentafluoro-λ6-sulfaneyl)phenyl)thio)pyrazine